FC(C(=O)O)(F)F.NCC(CN1N=NN(C1=O)CC1=CC(=CC=C1)C=1C=NN(C1)CC)=C(F)F 1-[2-(aminomethyl)-3,3-difluoro-allyl]-4-[[3-(1-ethylpyrazol-4-yl)phenyl]methyl]tetrazol-5-one trifluoroacetate